CO[C@@H](C(=O)NC1=C(C(=O)N)C=CC=C1)C 2-[[(2R)-2-methoxypropanoyl]amino]benzamide